ethyl 4-oxo-5-(2-oxoethyl)-1-[4-(trifluoromethoxy)phenyl]cinnoline-3-carboxylate O=C1C(=NN(C2=CC=CC(=C12)CC=O)C1=CC=C(C=C1)OC(F)(F)F)C(=O)OCC